ClC=1C=C(C=C2C(=C(C=NC12)C#N)NC1=CC(=C(C=C1)F)Cl)N[C@H](C=1N=NN(C1)C(C)C)C1=C2CN(CC2=CC=C1)C(CO)=O (S)-8-chloro-4-((3-chloro-4-fluorophenyl)amino)-6-(((2-(2-hydroxyacetyl)isoindolin-4-yl)(1-isopropyl-1H-1,2,3-triazol-4-yl)methyl)amino)quinoline-3-carbonitrile